3-[1-(tert-butoxycarbonyl)pyrrolidin-3-yl]propanoic acid C(C)(C)(C)OC(=O)N1CC(CC1)CCC(=O)O